4-chloro-7-cyclobutyl-5H-pyrrolo[2,3-d]pyrimidin-6-one ClC=1C2=C(N=CN1)N(C(C2)=O)C2CCC2